C[C@H]1N([C@H]([C@]2(C1)NC(COC2)=O)CO[C@@H]2CC[C@@H](CC2)C2=CC=CC=C2)C(=O)C2CC(C2)F (1R,3R,5S)-3-methyl-2-[(1s,3s)-3-fluorocyclobutanecarbonyl]-1-({[(CIS)-4-phenylcyclohexyl]oxy}methyl)-9-oxa-2,6-diazaspiro[4.5]decan-7-one